2,7-dimethyl-3,5-octanedione CC(C)C(CC(CC(C)C)=O)=O